N=1NC(N=CC1)=O [1,2,4]TRIAZINON